2-(sulfamoyl)benzoic acid methyl ester COC(C1=C(C=CC=C1)S(N)(=O)=O)=O